5-(3-Bromo-benzylidene)-3-(4-methyl-benzyl)-thiazolidine-2,4-dione BrC=1C=C(C=C2C(N(C(S2)=O)CC2=CC=C(C=C2)C)=O)C=CC1